ClC=1C=CC=C2C(C=C(OC12)C1=C(OCCCN2CCCC2)C=C(C=C1)OCC)=O (3S)-1-[3-[2-(8-Chloro-4-oxochromen-2-yl)-5-ethoxyphenoxy]propyl]pyrrolidin